CN1N=NC2=C1C=CC(=C2C)C(CC(=O)[O-])C2=CC(=C(C=C2)C)CN2C[C@H](OC1=C(C2)C=CC=C1C)CC.[NH4+] Ammonium 3-(1,4-Dimethyl-1H-benzo[d][1,2,3]triazol-5-yl)-3-(3-(((R)-2-ethyl-9-methyl-2,3-dihydrobenzo[f][1,4]oxazepin-4(5H)-yl) methyl)-4-methylphenyl)propanate